COC1=CC=C(CN2N=CC(=C(C2=O)C(F)(F)F)N2C(CCC2)COCCC(=O)[O-])C=C1 3-((1-(1-(4-methoxybenzyl)-6-oxo-5-(trifluoromethyl)-1,6-dihydropyridazine-4-yl)pyrrolidin-2-yl)methoxy)propionate